C(C)(=O)NC1=NC=CC(=C1)C1=C(N=C(N1COCC[Si](C)(C)C)SC)C=1C=C(C=CC1)NC(C1=CC(=CC=C1)F)=O N-(3-(5-(2-acetamidopyridin-4-yl)-2-(methylthio)-1-((2-(trimethylsilyl)ethoxy)methyl)-1H-imidazol-4-yl)phenyl)-3-fluorobenzamide